2-(2,6-dioxopiperidin-3-yl)-5-(((cis-3-(4-(7-(tetrahydro-2H-pyran-4-yl)quinoxalin-2-yl)-1H-pyrazol-1-yl)cyclobutyl)methyl)amino)isoindoline-1,3-dione O=C1NC(CCC1N1C(C2=CC=C(C=C2C1=O)NC[C@@H]1C[C@@H](C1)N1N=CC(=C1)C1=NC2=CC(=CC=C2N=C1)C1CCOCC1)=O)=O